tert-Butyl 4-(phenyl(2-tosylhydrazono)methyl)piperidine-1-carboxylate C1(=CC=CC=C1)C(C1CCN(CC1)C(=O)OC(C)(C)C)=NNS(=O)(=O)C1=CC=C(C)C=C1